COC=1C=C(C(=O)C2=C(OC3=CC=C(C=C3C2=O)CC)C(=O)NCCCN(C)C)C=CC1OC 3-(3,4-dimethoxybenzoyl)-N-(3-(dimethylamino)propyl)-6-ethyl-4-oxo-4H-chromene-2-carboxamide